CC1=CC(=CO1)C=1C=CC=C(C1)O 5-(5-methylfuran-3-yl)phenol